tert-Butyl 3-(4-(4-(2,4-dioxotetrahydropyrimidin-1(2H)-yl)phenyl)piperazin-1-yl)azetidine-1-carboxylate O=C1N(CCC(N1)=O)C1=CC=C(C=C1)N1CCN(CC1)C1CN(C1)C(=O)OC(C)(C)C